3-fluoro-1-methyl-4-(4-nitro-1H-pyrazol-1-yl)piperidine FC1CN(CCC1N1N=CC(=C1)[N+](=O)[O-])C